tetrahydropyrimidinone nitrogen [N].N1C(NCCC1)=O